N-(2-fluoro-4-hydroxy-5-(methylsulfonyl)phenyl)-4-(4-((trifluoromethyl)thio)phenethyl)piperazine-1-carboxamide FC1=C(C=C(C(=C1)O)S(=O)(=O)C)NC(=O)N1CCN(CC1)CCC1=CC=C(C=C1)SC(F)(F)F